COC1=C(C[C@@H]2C(CCC2)=O)C=CC=C1 R-2-(2-methoxybenzyl)-1-cyclopentanone